[N].F[P] fluoro-phosphorus nitrogen